FC1=C(C=C(C(=C1)C1=NC(=CC=C1)OCC1=C(C=C(C=C1)C#CC1COC1)F)F)CC=1N(C2=C(N1)C=CC(=C2)C(=O)OC(C)(C)C)CCOC tert-butyl 2-[[2,5-difluoro-4-[6-[[2-fluoro-4-[2-(oxetan-3-yl)ethynyl]phenyl]methoxy]-2-pyridyl]phenyl]methyl]-3-(2-methoxyethyl)benzimidazole-5-carboxylate